6-(5-benzyl-3-hydroxy-4,5,6,7-tetrahydro-2H-pyrazolo[4,3-c]pyridin-2-yl)nicotinonitrile C(C1=CC=CC=C1)N1CC=2C(CC1)=NN(C2O)C2=NC=C(C#N)C=C2